5-ethyl-2-fluoro-4-(3-(4,5,6,7-tetrahydro-1H-imidazo[4,5-c]pyridin-2-yl)-1H-indazol-6-yl)phenol 2HCl Cl.Cl.C(C)C=1C(=CC(=C(C1)O)F)C1=CC=C2C(=NNC2=C1)C=1NC2=C(CNCC2)N1